C(CCCCCCC)C(C(=O)OCC)(CCCCCCCC)C(CC)=O ethyl 2-octyl-2-propionyldecanoate